BrC1=C(C=CC(=N1)C(C(=O)O)CCCCCC)F 2-(6-bromo-5-fluoropyridin-2-yl)octanoic acid